BrC=1C(=CC2=C(OCC(N2CCN2CCCC2)=O)C1)OC 7-Bromo-6-methoxy-4-(2-(pyrrolidin-1-yl)ethyl)-2H-benzo[b][1,4]oxazin-3(4H)-one